NCCN(CCCCCCCC(=O)OC(CCCCCCCC)CCCCCCCC)CCCCCC(=O)OC(CCCCCCCCCC)CC 1-octylnonyl 8-[2-aminoethyl-[6-(1-ethylundecoxy)-6-oxo-hexyl]amino]octanoate